FC1=NC=C(C(=C1F)C=O)F 2,3,5-TRIFLUORO-4-PYRIDINECARBOXALDEHYDE